(1,3-Dioxoisoindolin-2-yl) 1-(tert-butoxycarbonylamino)cyclopropanecarboxylate C(C)(C)(C)OC(=O)NC1(CC1)C(=O)ON1C(C2=CC=CC=C2C1=O)=O